N(=O)N1CCN(CC1)C N-nitroso-N'-methylpiperazine